NC1=NOC2=NC(=CC(=C21)C2=CC=C(C=C2)NC(NC2=CC(=C(C=C2)NC(C=C)=O)F)=O)C N-(4-(3-(4-(3-amino-6-methylisoxazolo[5,4-b]pyridin-4-yl)phenyl)ureido)-2-fluorophenyl)acrylamide